dimethoxymethyl-vinylsilane COC(OC)[SiH2]C=C